BrC=1C(=NC=C(C(=O)NC2=CC=C(C=C2)OC2=CC=NC3=CC(=C(C=C23)OC)OC)C1O)C 5-bromo-N-(4-((6,7-dimethoxyquinolin-4-yl)oxy)phenyl)-4-hydroxy-6-methylnicotinamide